COC1=C(C=CC=C1)C1=NN=CS1 5-(2-methoxyphenyl)-1,3,4-thiadiazol